2-vinyl-4-methyl-4-nonyl-1,3-oxazolin-5-one C(=C)C=1OC(C(N1)(CCCCCCCCC)C)=O